BrC=1C=C(C(=O)OC)C=C(C1)OC(C(F)(F)Br)(F)F methyl 3-bromo-5-(2-bromo-1,1,2,2-tetrafluoroethoxy)benzoate